C1(=CC=CC=C1)N1C(C2C34C5CC(=CCC5C(C2CC1)C4)C3)=O 4-phenyl-4-aza-pentacyclo[10.2.1.11,8.02,7.09,14]-11-hexadecene-3-one